(S)-2-(2-(2-isopropylphenyl)pyrrolidin-1-yl)-7-azaspiro[3.5]Nonane-7-carboxylate C(C)(C)C1=C(C=CC=C1)[C@H]1N(CCC1)C1CC2(C1)CCN(CC2)C(=O)[O-]